ClC(C(=O)OCC(CC(C)(C)C)(O)C)(Cl)Cl (2,4,4-trimethyl-2-hydroxypentyl) trichloroacetate